(R)-N-(1-(5-chloro-6-(isoxazol-3-ylmethoxy)-1H-indol-2-yl)ethyl)-1-methylcyclopropane-1-carboxamide ClC=1C=C2C=C(NC2=CC1OCC1=NOC=C1)[C@@H](C)NC(=O)C1(CC1)C